N-(4-(4,4-difluoropiperidin-1-yl)-5,7-dihydrofuro[3,4-d]pyrimidin-2-yl)-4-(2-hydroxyethylsulfonamido)-2-(6-azaspiro[2.5]octan-6-yl)benzamide FC1(CCN(CC1)C=1C2=C(N=C(N1)NC(C1=C(C=C(C=C1)NS(=O)(=O)CCO)N1CCC3(CC3)CC1)=O)COC2)F